3-bromo-10-methyl-7-(pyridin-2-yl)-10H-phenoxazine BrC=1C=CC=2N(C3=CC=C(C=C3OC2C1)C1=NC=CC=C1)C